C1=CC=CC=2C3=CC=CC=C3C(C12)COC(=O)N[C@@H]([C@@H](C)CC)C(=O)O N-(9-fluorenylmethoxycarbonyl)-L-isoleucine